bis(2,2,6,6-tetramethyl-4-piperidyl)di(tridecyl)-1,2,3,4-butanetetracarboxylate CC1(NC(CC(C1)C(C(C(C(C(=O)[O-])C1CC(NC(C1)(C)C)(C)C)(C(=O)[O-])CCCCCCCCCCCCC)(C(=O)[O-])CCCCCCCCCCCCC)C(=O)[O-])(C)C)C